COC1=NC=CC2=C1C=NN2 4-methoxy-1H-pyrazolo[4,3-c]pyridine